OC(COCC(COCC(COC(CCCCCCCCCCCCCCCCC)=O)O)O)CO.C(CCC)P(C12CC3CC(CC(C1)C3)C2)C23CC1CC(CC(C2)C1)C3 n-butylbis(1-adamantyl)phosphine 3-(3-(2,3-dihydroxypropoxy)-2-hydroxypropoxy)-2-hydroxypropyl-stearat